FC(C(CC(=O)OC)=O)(F)F methyl 4,4,4-trifluoroacetoacetate